2-phenoxy-5H,6H,7H,8H,9H,10H,11H-cyclohepta[b]quinolin-11-one O(C1=CC=CC=C1)C=1C=C2C(C3=C(NC2=CC1)CCCCC3)=O